ClC=1C(=NC=CC1C#N)C1=CC=C(C=C1)F 3-chloro-2-(4-fluorophenyl)pyridine-4-carbonitrile